N1CCC(CC1)C1=NC2=CC=CC=C2C=C1 (PIPERIDIN-4-YL)QUINOLINE